C1OCCC2=C1C=C(C=C2)C2=CC(=C(C(=C2)C(C)C)CC(=O)NS(=O)(=O)C2=CC=C(C=C2)CN(C)C)C(C)C 2-[4-(3,4-dihydro-1H-2-benzopyran-7-yl)-2,6-bis(propan-2-yl)phenyl]-N-{4-[(dimethylamino)methyl]benzene-sulfonyl}acetamide